[1,4]oxazepine-5-carboxylate O1C=CN=C(C=C1)C(=O)[O-]